FC(F)(F)C1=C(C=CC=C1)C=1C=C(C=C(C1)C1=C(C=CC=C1)C(F)(F)F)NC1=NC=C(C(=N1)NC1=C(C=CC=C1)S(=O)(=O)C(C)C)Cl N2-(3,5-bis(trifluoromethylphenyl)phenyl)-5-chloro-N4-(2-(isopropylsulfonyl)phenyl)pyrimidine-2,4-diamine